3-(1-Methyl-7-((1-(5-phenyloxazole-4-carbonyl)piperidin-4-yl)oxy)-1H-indazol-3-yl)piperidine-2,6-dione CN1N=C(C2=CC=CC(=C12)OC1CCN(CC1)C(=O)C=1N=COC1C1=CC=CC=C1)C1C(NC(CC1)=O)=O